6-(3-methoxyphenyl)-5,7-dimethyl-2-(pyridin-2-yl)-2,6-dihydro-1H-pyrrolo[3,4-d]pyridazin-1-one COC=1C=C(C=CC1)N1C(=C2C(N(N=CC2=C1C)C1=NC=CC=C1)=O)C